ClC=1C=CC(=C(C(=O)N[C@H](C(C(=O)NC2CC2)=O)C[C@H]2C(N[C@@H](C2)C)=O)C1)NC(=O)C1CC(C1)(F)F 5-chloro-N-[(1S)-3-(cyclopropylamino)-1-[[(3S,5R)-5-methyl-2-oxo-pyrrolidin-3-yl]methyl]-2,3-dioxo-propyl]-2-[(3,3-difluorocyclobutanecarbonyl)amino]benzamide